NC=1C=CC(=C2CN(C(C12)=O)CC(C#N)=C)C=1C=C2C(=NNC2=CC1)NC 2-({7-amino-4-[3-(methylamino)-1H-indazol-5-yl]-1-oxo-2,3-dihydro-1H-isoindol-2-yl}methyl)prop-2-enenitrile